[Na+].C1(=CC=CC2=CC=CC=C12)S(=O)(=O)[O-].[Na+].C1(=CC=CC2=CC=CC=C12)S(=O)(=O)[O-] sodium naphthalenesulfonate, sodium salt